C(C)C1=CC=C(C=C1)N(S(=O)(=O)C=1C=2CCC(C2C(=CC1)OCC1CCOCC1)O)CC(C)C N-(4-ethylphenyl)-1-hydroxy-N-isobutyl-7-((tetrahydro-2H-pyran-4-yl)methoxy)-2,3-dihydro-1H-indene-4-sulfonamide